4-(4-tolyl)butanamide C1(=CC=C(C=C1)CCCC(=O)N)C